The molecule is a phosphatidylcholine 26:0 in which the acyl groups at positions 1 and 2 are specified as octadecanoyl and octanoyl respectively. It derives from an octanoic acid and an octadecanoic acid. CCCCCCCCCCCCCCCCCC(=O)OC[C@H](COP(=O)([O-])OCC[N+](C)(C)C)OC(=O)CCCCCCC